6-chloro-3-(2,4,5-trifluoro-3-methoxyphenyl)-1-benzothiophene-2-carboxylic acid ammonium salt [NH4+].ClC1=CC2=C(C(=C(S2)C(=O)[O-])C2=C(C(=C(C(=C2)F)F)OC)F)C=C1